tert-Butyl (3-chloro-2-fluoro-4-vinylphenyl)carbamate ClC=1C(=C(C=CC1C=C)NC(OC(C)(C)C)=O)F